2-((4-chloro-5-fluoro-2-(2-methoxy-7-methylquinoxalin-5-yl)benzo[d]thiazol-6-yl)oxy)ethyl (6-methoxypyridin-3-yl)carbamate COC1=CC=C(C=N1)NC(OCCOC1=CC2=C(N=C(S2)C2=C3N=CC(=NC3=CC(=C2)C)OC)C(=C1F)Cl)=O